(R)-2-methyl-N-{(1S)-1-[2-(trifluoromethyl)pyrimidin-5-yl]ethyl}propane-2-sulfinamide CC(C)(C)[S@@](=O)N[C@@H](C)C=1C=NC(=NC1)C(F)(F)F